C(C)(C)(C)[S@@](=O)\N=C\1/C2=CC(=CC=C2CC12CCN(CC2)C(=O)OC(C)(C)C)C#N tert-butyl (R,Z)-1-((tert-butylsulfinyl)imino)-6-cyano-1,3-dihydrospiro[indene-2,4'-piperidine]-1'-carboxylate